2-fluoro-1-nitro-4-phenoxy-benzene FC1=C(C=CC(=C1)OC1=CC=CC=C1)[N+](=O)[O-]